5-(Anthracene-9-yl)-2-fluoro-1-methylpyridin-1-ium iodide [I-].C1=CC=CC2=CC3=CC=CC=C3C(=C12)C=1C=CC(=[N+](C1)C)F